C1(CC1)CS(=O)(=O)NC1=CC(=C(C(=O)NC2=NC(=CC(=C2)C)N2CC(C2)(F)F)C=C1)N1CCC2(CC2)CC1 4-((Cyclopropylmethyl)sulfonamido)-N-(6-(3,3-difluoroazetidin-1-yl)-4-methylpyridin-2-yl)-2-(6-azaspiro[2.5]octan-6-yl)benzamide